CC1=NC(=NO1)C1=CC=C2C=CN=C(C2=C1)NCCC(=O)NC=1N=CN(C1)C(=O)OCCC propyl 4-(3-{[7-(5-methyl-1,2,4-oxadiazol-3-yl) isoquinolin-1-yl] amino} propionylamino)-1H-imidazole-1-carboxylate